(S)-N-(4-(3-aminopiperidin-1-yl)-5-((1-(2,2,2-trifluoroethyl)-1H-pyrazol-4-yl)ethynyl)pyridin-2-yl)-2-(2-fluoro-6-methoxyphenyl)pyrimidin-4-amine hydrochloride Cl.N[C@@H]1CN(CCC1)C1=CC(=NC=C1C#CC=1C=NN(C1)CC(F)(F)F)NC1=NC(=NC=C1)C1=C(C=CC=C1OC)F